3-(3-iodobenzylidene)pyrrolidine-2,5-dione IC=1C=C(C=C2C(NC(C2)=O)=O)C=CC1